O=C1NC(CCC1NC(=O)C=1N=CSC1OC)=O 4-((2,6-dioxopiperidin-3-yl)carbamoyl)-5-methoxythiazol